C(OC1=CC=C(C=C1)[N+](=O)[O-])(OC1CC(C1)N1C(=NC=C1)C(F)(F)F)=O 4-nitrophenyl ((1s,3s)-3-(2-(trifluoromethyl)-1H-imidazol-1-yl)cyclobutyl) carbonate